COC(=O)[C@H]1OC(O[C@@H]1C1=C(C=CC=C1)I)C1=CC=CC=C1 (4S,5R)-methyl-5-(2-iodophenyl)-2-phenyl-1,3-dioxolane-4-carboxylate